2-(2,4-difluorophenyl)-2-(1-(4,5,6,7-tetrahydroisoxazolo[4,3-c]pyridine-5-carbonyl)piperidin-4-ylidene)acetonitrile FC1=C(C=CC(=C1)F)C(C#N)=C1CCN(CC1)C(=O)N1CC=2C(CC1)=NOC2